N-(2,3-difluorophenyl)-5-(3,4-difluorophenyl)-2-oxo-1-imidazolidinecarboxamide FC1=C(C=CC=C1F)NC(=O)N1C(NCC1C1=CC(=C(C=C1)F)F)=O